Carbazolylbiphenyl C1(=CC=CC=2C3=CC=CC=C3NC12)C1=C(C=CC=C1)C1=CC=CC=C1